OC=1C=C(C=CC1)C(CC)=O M-hydroxypropiophenone